C(C1CO1)C=1C(=C(C(=C(C1)O)CC1CO1)CC1CO1)OC1=CC=C(C=C1)N triglycidyl-4-(4-aminophenoxy)phenol